tert-butyl (2S,4S)-4-amino-2-methyl-pyrrolidine-1-carboxylate N[C@H]1C[C@@H](N(C1)C(=O)OC(C)(C)C)C